O1CCC(CC1)O oxan-4-ol